C(C)(C)(C)OC(=O)N1CC2(C1)CC(C2)CC(=O)NN 6-(2-hydrazino-2-keto-ethyl)-2-azaspiro[3.3]heptane-2-carboxylic Acid Tert-Butyl Ester